2-amino-3'-hydroxy-5-iodo-2',6'-dimethyl-[1,1'-biphenyl]-3-carboxamide NC1=C(C=C(C=C1C(=O)N)I)C1=C(C(=CC=C1C)O)C